[Cl-].[Cl-].C[Hf](C1C=C(C=C1)C[Si](C)(C)C)(C1C=CC=2C3=C(C=CC12)C=CC=C3)(=[SiH2])(=[SiH2])(C)(C)C Tetramethyldisilylene(benz[e]inden-3-yl)(3-(trimethylsilylmethyl)-cyclopentadienyl)hafnium dichloride